4-{8-[(2-cyano-2-methylideneethyl)amino]-7-methoxynaphthalen-2-yl}-N-[(1s,4s)-4-[(2-methoxyethyl)(methyl)amino]cyclohexyl]pyrimidine-2-carboxamide C(#N)C(CNC=1C(=CC=C2C=CC(=CC12)C1=NC(=NC=C1)C(=O)NC1CCC(CC1)N(C)CCOC)OC)=C